5-methyl-N-(2-(2-methylpyridin-4-yl)-1H-pyrrolo[3,2-c]pyridin-6-yl)oxazole-4-carboxamide CC1=C(N=CO1)C(=O)NC1=CC2=C(C=N1)C=C(N2)C2=CC(=NC=C2)C